2-Bromo-4-chloro-6-(3-methoxyoxolan-3-yl)pyridine BrC1=NC(=CC(=C1)Cl)C1(COCC1)OC